C[C@H]1CNCC[C@]1(C)C2=CC(=CC=C2)O trans-3,4-dimethyl-4-(3-hydroxyphenyl)piperidine